[(4Z)-4-[(6-chloro-1H-indol-3-yl)methylene]-2,5-dioxoimidazolidin-1-yl](4-cyanophenyl)acetic acid ClC1=CC=C2C(=CNC2=C1)\C=C\1/NC(N(C1=O)C(C(=O)O)C1=CC=C(C=C1)C#N)=O